(R)-2-(3-bromo-5-(3-methylmorpholino)-1H-pyrazolo[4,3-b]pyridin-7-yl)-2-methylpropanenitrile BrC1=NNC=2C1=NC(=CC2C(C#N)(C)C)N2[C@@H](COCC2)C